2-(bicyclo[4.2.0]octa-1,3,5-triene-3-yl)-5-hydroxy-1H-isoindole-1,3(2H)-dione C12=CC(=CC=C2CC1)N1C(C2=CC=C(C=C2C1=O)O)=O